indenocarbazole C1=C2C=C3C(=CC=C4C=5C=CC=CC5N=C34)C2=CC=C1